(3R)-1,3-piperazinedicarboxylic acid, 1-(1,1-dimethylethyl) 3-methyl ester N1(C[C@@H](NCC1)C(=O)OC)C(=O)OC(C)(C)C